COC1=CC=C(CN(C2=NC(=NC(=C2)C)C(C)(C)O)CC2=CC=C(C=C2)OC)C=C1 2-(4-(bis(4-methoxybenzyl)amino)-6-methylpyrimidin-2-yl)propan-2-ol